SC(C)(C)S 2,2-dimercaptopropane